N(=[N+]=[N-])[C@H]1CN(C[C@@H]2O[C@H]12)C(=O)OC(C)(C)C tert-butyl (1S,5S,6R)-5-azido-7-oxa-3-azabicyclo[4.1.0]heptane-3-carboxylate